3,3-difluoro-4-(2-ketoethyl)piperidine-1-carboxylic acid tert-butyl ester C(C)(C)(C)OC(=O)N1CC(C(CC1)CC=O)(F)F